N1C=CC2=C(C=CC=C12)CCC=1C(=C(C(=O)N)C=CC1)NC(CSC1=NC2=C(N1)C=CC=C2)=O [2-(1H-indol-4-yl)ethyl]-2-{2-[(1H-benzimidazol-2-yl)thio]acetamido}benzamide